OC1SCC(SC1)O 2,5-dihydroxyl-1,4-dithiane